N4-methyl-3-(trifluoromethyl)-1H-pyrrolo[2,3-b]pyridin-4,6-diamin CNC=1C2=C(N=C(C1)N)NC=C2C(F)(F)F